ClC1=C(C=CC=C1)C1=C(C=CC(=C1)OC)S(=O)(=O)N1CCC(CC1)(C(=O)N[C@H](C)\C=C/S(=O)(=O)C)F (R,Z)-1-((2'-chloro-5-methoxy-[1,1'-biphenyl]-2-yl)sulfonyl)-4-fluoro-N-(4-(methylsulfonyl)but-3-en-2-yl)piperidine-4-carboxamide